(R)-2-amino-4-(2-aminophenyl)-4-oxobutanoic acid N[C@@H](C(=O)O)CC(=O)C1=C(C=CC=C1)N